(R)-2-cyclopropoxy-1-(3-(trifluoromethoxy)phenyl)ethan-1-amine hydrochloride Cl.C1(CC1)OC[C@H](N)C1=CC(=CC=C1)OC(F)(F)F